O=C1N(C(C=C1)=O)CCC(=O)N[C@@H](C(C)C)C(=O)N[C@@H](C)C(=O)NCC(=O)O (3-(2,5-dioxo-2,5-dihydro-1H-pyrrol-1-yl)propanoyl)-L-valyl-L-alanylglycine